tert-butyl 5-(5-bromothiophen-2-yl)-5-hydroxy-2-azabicyclo[2.2.1]heptane-2-carboxylate BrC1=CC=C(S1)C1(C2CN(C(C1)C2)C(=O)OC(C)(C)C)O